S1C(=NC=C1)C1CN(C1)C(=O)C1=CC=C(S1)NC(=O)C1NCCC1 N-(5-(3-(thiazol-2-yl)azetidine-1-carbonyl)thiophen-2-yl)pyrrolidine-2-carboxamide